tert-butyl (R)-((6-ethoxypyridazin-3-yl)methyl)(1-(pyrimidin-2-yl)ethyl)carbamate C(C)OC1=CC=C(N=N1)CN(C(OC(C)(C)C)=O)[C@H](C)C1=NC=CC=N1